6-Methyl-1,3,8-triazaspiro[4.5]decane-2,4-dione hydrochloride Cl.CC1C2(C(NC(N2)=O)=O)CCNC1